ClC=1C=C(C=C(C1)Cl)C1=CC(=CC(=N1)OC=1C=NC(=NC1)N1CCN(CC1)C(=O)OC(C)(C)C)COS(=O)(=O)C tert-Butyl 4-(5-((6-(3,5-dichlorophenyl)-4-(((methylsulfonyl)oxy)methyl)pyridin-2-yl)oxy)pyrimidin-2-yl)piperazine-1-carboxylate